4-nitro-N-(tetrahydro-2H-pyran-4-yl)benzenesulfonamide [N+](=O)([O-])C1=CC=C(C=C1)S(=O)(=O)NC1CCOCC1